O=C1NC(CCC1C1=CC2=C(NC(=N2)CN2CCN(CC2)C(=O)OC(C)(C)C)C=C1)=O tert-butyl 4-((5-(2,6-dioxopiperidin-3-yl)-1H-benzo[d]imidazol-2-yl)methyl)piperazine-1-carboxylate